2,6-bis[5-(2-butyloctyl)thiophen-2-yl]benzo[1,2-d:4,5-d']bis-thiazole C(CCC)C(CC1=CC=C(S1)C=1SC2=C(N1)C=C1C(N=C(S1)C=1SC(=CC1)CC(CCCCCC)CCCC)=C2)CCCCCC